ClC1=CC(=C(C=N1)C1=NC=CC=C1OC)N[C@H](CCO)C (S)-3-((6'-Chloro-3-methoxy-[2,3'-bipyridin]-4'-yl)amino)butan-1-ol